Methyl (R)-4-(2-(((5-fluoro-2-hydroxyphenyl) (3-fluoro-4-methylphenyl) methyl) carbamoyl)-6-methylpyridin-4-yl)-2,2-dimethylbut-3-ynoate FC=1C=CC(=C(C1)[C@@H](C1=CC(=C(C=C1)C)F)NC(=O)C1=NC(=CC(=C1)C#CC(C(=O)OC)(C)C)C)O